(S)-1-chloro-8,8-difluoro-3'-(3-fluoro-5-(trifluoromethyl)pyridin-2-yl)-7,8-dihydro-6H-spiro[isoquinoline-5,4'-oxazolidine] ClC1=NC=CC2=C1C(CC[C@]21N(COC1)C1=NC=C(C=C1F)C(F)(F)F)(F)F